ClC1=C(C#N)C=CC(=C1)N1CC2(C[C@H]1C)CCN(CC2)C2=NC=C(N=C2)C(=O)N2CCC(CC2)CN2CCN(CC2)C2=CC(=CC=C2)N[C@@H]2C(NC(CC2)=O)=O 2-Chloro-4-((R)-8-(5-(4-((4-(3-(((S)-2,6-dioxopiperidin-3-yl)amino)phenyl)piperazin-1-yl)methyl)piperidine-1-carbonyl)pyrazin-2-yl)-3-methyl-2,8-diazaspiro[4.5]decan-2-yl)benzonitrile